3-(6-((R)-7-fluoro-1-methylisoindoline-2-carbonyl)benzo[d]oxazol-2-yl)piperidine FC=1C=CC=C2CN([C@@H](C12)C)C(=O)C1=CC2=C(N=C(O2)C2CNCCC2)C=C1